(S)-3-(2-Benzyl-3-chloro-7-oxo-2,4,5,7-tetrahydro-6H-pyrazolo[3,4-c]pyridin-6-yl)-7-((1-hydroxycyclopentyl)ethynyl)-5-methyl-2,3-dihydrobenzo[b][1,4]oxazepin-4(5H)-one C(C1=CC=CC=C1)N1N=C2C(N(CCC2=C1Cl)[C@@H]1C(N(C2=C(OC1)C=CC(=C2)C#CC2(CCCC2)O)C)=O)=O